7-chloro-1-[2-[(1R)-1-(2,2-difluoro-1,3-benzodioxol-5-yl)ethoxy]-4-pyridyl]-3-(trifluoromethyl)-4,5,6,7-tetrahydroindazole ClC1CCCC=2C(=NN(C12)C1=CC(=NC=C1)O[C@H](C)C1=CC2=C(OC(O2)(F)F)C=C1)C(F)(F)F